2-(6-(((1S,2R,3R,5R)-2-fluoro-1,5,9-trimethyl-9-azabicyclo[3.3.1]nonan-3-yl)oxy)pyridazin-3-yl)-5-(1H-imidazol-1-yl)phenol F[C@@H]1[C@@]2(CCC[C@](C[C@H]1OC1=CC=C(N=N1)C1=C(C=C(C=C1)N1C=NC=C1)O)(N2C)C)C